5-(6-isobutyl-4-methylpyridin-3-yl)-4-oxo-4,5-dihydro-3H-1-thia-3,5,8-triazaacenaphthylene-2-carboxylic acid C(C(C)C)C1=CC(=C(C=N1)N1C(NC2=C(SC=3N=CC=C1C32)C(=O)O)=O)C